N-((1S,9S)-4-chloro-9-ethyl-5-fluoro-9-hydroxy-10,13-dioxo-2,3,9,10,13,15-hexahydro-1H,12H-benzo[de]pyrano[3',4':6,7]indolizino[1,2-b]quinolin-1-yl)-3-hydroxy-2,2-dimethylpropanamide ClC1=C2C=3C(=C4C(=NC3C=C1F)C1=CC3=C(C(N1C4)=O)COC([C@]3(O)CC)=O)[C@H](CC2)NC(C(CO)(C)C)=O